COC1=CC=C(C=C1)C1=NNC=N1 3-(4-methoxyphenyl)-1H-1,2,4-triazol